NC=1C=CC(=C(C1)NC1=NC(=CN=C1Cl)NC=1C=NN(C1)C)F N2-(5-amino-2-fluorophenyl)-3-chloro-N6-(1-methyl-1H-pyrazol-4-yl)pyrazine-2,6-diamine